N[C@@H]1CN(CC[C@H]1F)C1=NC2=C(N1CC(=O)N1[C@@H](CCC1)C)C=C(C=C2)F 2-(2-((3R,4R)-3-amino-4-fluoropiperidin-1-yl)-6-fluoro-1H-benzo[d]imidazol-1-yl)-1-((R)-2-methylpyrrolidin-1-yl)ethan-1-one